2-(5-{6-[3-(2-hydroxyphenyl)cinnolin-7-yl]-2,6-diazaspiro[3.3]heptan-2-yl}-1,2-thiazol-3-yl)-3-methylbutan OC1=C(C=CC=C1)C=1N=NC2=CC(=CC=C2C1)N1CC2(CN(C2)C2=CC(=NS2)C(C)C(C)C)C1